N-[5-[1-(isopropylcarbamoyl)-3,6-dihydro-2H-pyridin-4-yl]thiazol-2-yl]-8-oxo-6,7-dihydro-5H-indolizine-5-carboxamide C(C)(C)NC(=O)N1CCC(=CC1)C1=CN=C(S1)NC(=O)C1N2C=CC=C2C(CC1)=O